N-[(3-{[3-{[(5-chloro-2-thienyl)sulfonyl]amino}-4-(methoxy)-1H-indazole-1-yl]methyl}phenyl)methyl]-2-hydroxy-2-methylpropionamide potassium [K].ClC1=CC=C(S1)S(=O)(=O)NC1=NN(C2=CC=CC(=C12)OC)CC=1C=C(C=CC1)CNC(C(C)(C)O)=O